1-methyl-6-(trifluoromethoxy)indazol-7-amine CN1N=CC2=CC=C(C(=C12)N)OC(F)(F)F